ClC1=C2C=CC=NC2=C(C(=C1)C(NC(=O)C1N(CCCC1)C)C=1C=NC=CC1)O N-((5-chloro-8-hydroxyquinolin-7-yl)(pyridin-3-yl)methyl)-1-methylpiperidine-2-carboxamide